C(=O)[C@@]12CN(C[C@]2(C1)C(F)(F)F)C(=O)OC(C)(C)C tert-butyl (1S,5R)-1-formyl-5-(trifluoromethyl)-3-azabicyclo[3.1.0]hexane-3-carboxylate